N-[2-(4-formylcyclohexyl)indazol-5-yl]-5-[(1R,4R)-2-oxa-5-azabicyclo[2.2.1]heptan-5-yl]pyrazolo[1,5-a]pyrimidine-3-carboxamide C(=O)C1CCC(CC1)N1N=C2C=CC(=CC2=C1)NC(=O)C=1C=NN2C1N=C(C=C2)N2[C@H]1CO[C@@H](C2)C1